ClC=1C(=CC(=C(OC=2C(=NC(=NC2)N)N)C1)C(CF)C)OC 5-[5-Chloro-2-(2-fluoro-1-methyl-ethyl)-4-methoxy-phenoxy]-pyrimidine-2,4-diamine